1-butyl-3-[4-methyl-2-[4-[(1-methylbenzimidazol-2-yl)methyl]piperazin-1-yl]phenyl]sulfonylurea C(CCC)NC(=O)NS(=O)(=O)C1=C(C=C(C=C1)C)N1CCN(CC1)CC1=NC2=C(N1C)C=CC=C2